BrC=1C=C2C=CN=C(C2=CC1)CO[Si](C)(C)C(C)(C)C (6-bromo-1-isoquinolyl)methoxy-tert-butyl-dimethyl-silane